5-(cyclopropylmethyl)-4-(6-cyclopropylpyridin-3-yl)-2-(2-methyl-2H-indazol-5-yl)-7-(prop-1-en-2-yl)-2,5-dihydro-3H-pyrrolo[3,2-c]pyridazin-3-one C1(CC1)CN1C=C(C2=NN(C(C(=C21)C=2C=NC(=CC2)C2CC2)=O)C2=CC1=CN(N=C1C=C2)C)C(=C)C